N-dimethylaminoethyl-morpholine CN(C)CCN1CCOCC1